(S)-N-(4-(4-amino-7-methyl-5-(4-(pyrrolidin-1-ylsulfonyl)cyclohex-1-en-1-yl)-7H-pyrrolo[2,3-d]pyrimidin-6-yl)-3-methylphenyl)methacrylamide NC=1C2=C(N=CN1)N(C(=C2C2=CC[C@H](CC2)S(=O)(=O)N2CCCC2)C2=C(C=C(C=C2)NC(C(=C)C)=O)C)C